N-(2-(allyl(4-methoxybenzyl)amino)pyrimidin-4-yl)-2-fluoro-4-iodobenzamide C(C=C)N(C1=NC=CC(=N1)NC(C1=C(C=C(C=C1)I)F)=O)CC1=CC=C(C=C1)OC